E-1-chloro-6,6-dimethyl-2-heptene ClC\C=C\CCC(C)(C)C